S(=O)(=O)(OC1=CC=C(C=C1)S(=O)(=O)C=C)F 4-(vinylsulfonyl)phenyl fluorosulfate